4-trifluoromethyl-cyclohexane FC(C1CCCCC1)(F)F